CN1C=C(C=C(C1=O)C)C=1C=C(C=CC1OC1COCC1)NS(=O)(=O)CC N-[3-(1,5-dimethyl-6-oxopyridin-3-yl)-4-(oxolan-3-yloxy)phenyl]ethanesulfonamide